[Si](C)(C)(C(C)(C)C)OCC(C(=O)O)C1CC1 3-((tert-butyldimethylsilyl)oxy)-2-cyclopropylpropanoic acid